methyl 3-(9-((4-(aminomethyl)-2-methylphenyl)carbamoyl)-6-methyl-5,6-dihydro-4H-benzo[b]thieno[2,3-d]azepin-8-yl)-6-(propylcarbamoyl)picolinate NCC1=CC(=C(C=C1)NC(=O)C1=CC2=C(N(CCC3=C2SC=C3)C)C=C1C=1C(=NC(=CC1)C(NCCC)=O)C(=O)OC)C